4,5,6,7-tetrahydrothieno[3,2]pyridine hydrochloride Cl.S1C=CC=2CCCNC21